CC(C(C)NC(=O)C1=NN(C(N1)=O)C)(CC1=CC=CC=C1)C N-(3,3-dimethyl-4-phenylbutan-2-yl)-1-methyl-5-oxo-4,5-dihydro-1H-1,2,4-triazole-3-carboxamide